C(C)(C)(C)NS(=O)(=O)C1=CC(=CC=C1)NC1=NC(=NC=C1C)NC1=CC=C(C=C1)N1CCN(CC1)C N-tert-butyl-3-(5-methyl-2-(4-(4-methylpiperazin-1-yl)anilino)pyrimidin-4-ylamino)benzenesulfonamide